BrC=1C=C2C(=CNC2=CC1)CC(=O)N(CC1=CC=C(C=C1)F)[C@H](CN(C)C1=CC=C(C=C1)OC)CC1=CC(=CC(=C1)F)F (S)-2-(2-(5-bromo-1H-indol-3-yl)-N-(4-fluorobenzyl)acetamido)-3-(3,5-difluorophenyl)-N-(4-methoxyphenyl)-N-methylpropylamine